FC=1C=CC(=NC1)NC1=CC=C(C=C1)OC(F)(F)F 5-fluoro-N-(4-(trifluoromethoxy)phenyl)pyridin-2-amine